FC1=C(C(=CC(=C1)OC[C@H](C)N1C[C@@H](CC1)CF)F)[C@H]1N([C@@H](CC2=C1NC1=CC=CC=C21)C)CC(C)(C)F (1R,3R)-1-(2,6-difluoro-4-((S)-2-((R)-3-(fluoromethyl)pyrrolidin-1-yl)propoxy)phenyl)-2-(2-fluoro-2-methylpropyl)-3-methyl-2,3,4,9-tetrahydro-1H-pyrido[3,4-b]indole